N[C@H]1C[C@@H](NC1)C(=O)O (4S)-4-AMINO-D-PROLINE